C(C)OC(=O)C1(C(CN(CC1)CC1=CC=CC=C1)O)CC1=C(C=CC=C1)Br 1-benzyl-4-(2-bromobenzyl)-3-hydroxypiperidine-4-carboxylic acid ethyl ester